COC1=NC=CC(=N1)C(F)(F)F 2-methoxy-4-(trifluoromethyl)pyrimidine